4-(1-((3-(1H-pyrazol-4-yl)-1H-indol-7-yl)amino)-3-amino-1-oxopropan-2-yl)benzamide N1N=CC(=C1)C1=CNC2=C(C=CC=C12)NC(C(CN)C1=CC=C(C(=O)N)C=C1)=O